C(C=C)(=O)N1CC(C1)C1=NC2=CC=C(C=C2C(N1CCOCCOCCNC(OC(C)(C)C)=O)=O)C1=CC(=CC2=CC=CC=C12)O tert-butyl (2-(2-(2-(2-(1-acryloylazetidin-3-yl)-6-(3-hydroxynaphthalen-1-yl)-4-oxoquinazolin-3(4H)-yl)ethoxy)ethoxy)ethyl)carbamate